C(CC)(=O)OCC(F)F 2,2-difluoroethyl 1-propionate